2-((3,5-bis(trifluoromethyl)phenyl)carbamoyl)-4-chlorophenyl phosphate bistriethanolamine salt N(CCO)(CCO)CCO.N(CCO)(CCO)CCO.P(=O)(OC1=C(C=C(C=C1)Cl)C(NC1=CC(=CC(=C1)C(F)(F)F)C(F)(F)F)=O)(O)O